3-methylamphetamine CC=1C=C(CC(N)C)C=CC1